CC(=O)N1CC2(C1)CC(C2)N(C=2C1=C(N=CN2)NC=C1)C (6-(methyl-(7H-pyrrolo[2,3-d]pyrimidin-4-yl)amino)-2-azaspiro[3.3]heptan-2-yl) methyl ketone